(2S,3R)-1-[7-chloro-8-fluoro-2-(methylsulfanyl)pyrido[4,3-d]pyrimidin-5-yl]-2-methylpyrrolidin-3-ol ClC1=C(C=2N=C(N=CC2C(=N1)N1[C@H]([C@@H](CC1)O)C)SC)F